N-(3-(1,2-difluoroethyl)-1-trityl-1H-pyrazolo[4,3-c]pyridin-6-yl)acetamide FC(CF)C1=NN(C2=C1C=NC(=C2)NC(C)=O)C(C2=CC=CC=C2)(C2=CC=CC=C2)C2=CC=CC=C2